ClC=1C=C(C=C(C1)F)N1N=C(C2=C1CC(C2O)(F)F)C(F)(F)F 1-(3-Chloro-5-fluorophenyl)-5,5-difluoro-3-(trifluoromethyl)-1,4,5,6-tetrahydrocyclopenta[c]pyrazole-4-ol